4-[(5S)-5-(3,5-difluorophenyl)-3-oxo-6,7-dihydro-3H-pyrrolo[2,1-c][1,2,4]triazol-2(5H)-yl]bicyclo[2.1.1]hexane-1-carbonitrile FC=1C=C(C=C(C1)F)[C@@H]1CCC2=NN(C(N21)=O)C21CCC(C2)(C1)C#N